N[C@]1(CN(CC1)C1=C(C(=C(C(=C1)Cl)Cl)CN(C)C)CN1C2=NC=NC(=C2N=C1)N)C(=O)NC1CC1 (R)-3-amino-1-(2-((6-amino-9H-purin-9-yl)methyl)-4,5-dichloro-3-((dimethylamino)methyl)phenyl)-N-cyclopropylpyrrolidine-3-carboxamide